hexane-6-carboxylic acid ethyl ester TFA salt OC(=O)C(F)(F)F.C(C)OC(=O)CCCCCC